BrC1=C(C(=CC(=C1)Br)Br)N1C(=NC=C1)C1=CC=C(C=C1)F N-(2,4,6-tribromophenyl)-2-(4-fluorophenyl)imidazole